CC=1N=C(NC1C)C1=NC=CC(=C1)C=1C=NC=C(C1)C=1CN(CC1)S(=O)(=O)C 2'-(4,5-Dimethyl-1H-imidazol-2-yl)-5-[1-(methylsulfonyl)-2,5-dihydro-1H-pyrrol-3-yl]-3,4'-bipyridin